tert-butyl (3R)-4-hydroxy-3-methyl-2-oxa-8-azaspiro[4.5]decane-8-carboxylate OC1[C@H](OCC12CCN(CC2)C(=O)OC(C)(C)C)C